C1(=CC=CC=C1)CC(C(=O)N)NC(=O)NC1=CC=C(C=C1)C 3-phenyl-2-(3-(p-tolyl)ureido)propanamide